O(C1=CC=CC=C1)C1=CC=C(C=C1)C1=CNC=2N=CN=C(C21)N2C[C@@H](CCC2)NC(C#CC)=O (R)-N-(1-(5-(4-phenoxyphenyl)-7H-pyrrolo[2,3-d]pyrimidin-4-yl)piperidin-3-yl)-but-2-ynamide